[S-2].[Zn+2].[Au+3] gold-zinc sulfide